FCCCCS(=O)(=O)NC=1C=C2C(=NNC2=CC1)C 4-fluoro-N-(3-methyl-1H-indazol-5-yl)butane-1-sulfonamide